pyridoxine-d4 tert-butyl-(2-(3-((2-((4-(3-(2-methoxypyridin-4-yl)phenyl)thiazol-2-yl)amino)-2-oxoethyl)carbamoyl)phenyl)-2-methylpropyl)carbamate C(C)(C)(C)N(C(=O)OCC=1C(=C(C(=NC1)C([2H])([2H])[2H])O)C(O)[2H])CC(C)(C)C1=CC(=CC=C1)C(NCC(=O)NC=1SC=C(N1)C1=CC(=CC=C1)C1=CC(=NC=C1)OC)=O